4-bromo-3-methoxy-5-neopentylpyridine BrC1=C(C=NC=C1CC(C)(C)C)OC